BrC1=CC=CC(=N1)C(CCN1CCCC1)(O)C1=CC=C(C=C1)C 1-(6-bromo-2-pyridyl)-3-(1-pyrrolidinyl)-1-p-methylphenyl-1-propanol